methyl (S)-2-((tert-butoxycarbonyl)amino)-3-((S)-3-oxo-3,4-dihydro-2H-benzo[b][1,4]oxazin-2-yl)propanoate C(C)(C)(C)OC(=O)N[C@H](C(=O)OC)C[C@H]1C(NC2=C(O1)C=CC=C2)=O